NCCCCCNC1=C(C=C(C(=C1)OC)NC1=NC=CC(=N1)C1=CN(C2=CC=CC=C12)C)[N+](=O)[O-] N-(5-Aminopentyl)-5-methoxy-N'-[4-(1-methyl-1H-indol-3-yl)-2-pyrimidinyl]-2-nitrobenzene-1,4-diamine